N-methyliminodiacetic acid disodium salt [Na+].[Na+].CN(CC(=O)[O-])CC(=O)[O-]